N-(3-(2'-Amino-7'-oxo-5'H-spiro[cyclopropane-1,8'-pyrido[4,3-d]pyrimidine]-6'(7'H)-yl)-4-methylphenyl)-3-methoxybenzamide NC=1N=CC2=C(N1)C1(C(N(C2)C=2C=C(C=CC2C)NC(C2=CC(=CC=C2)OC)=O)=O)CC1